C(C)(=O)C1=NN(C=2C=C3C(=CC12)C1=C(OC3)C=C(N=C1)C)CC(=O)O 2-(10-acetyl-3-methylpyrido[3',4':5,6]pyrano[4,3-f]indazol-8(6H)-yl)acetic acid